NC1=NNC2=C1C(=NC=C2C=2C=1N(C=CN2)C=CC1)C1=CC=C(CNC(C2=C(C=CC(=C2)F)OC)=O)C=C1 N-(4-(3-amino-7-(pyrrolo[1,2-a]pyrazin-1-yl)-1H-pyrazolo[4,3-c]pyridin-4-yl)benzyl)-5-fluoro-2-methoxybenzamide